2-((11-(3-butyl-3H-diazirin-3-yl)undecanoyl)oxy)-3-(tetradecanoyloxy)propyl (2-(trimethylammonio)ethyl) phosphate P(=O)(OCC(COC(CCCCCCCCCCCCC)=O)OC(CCCCCCCCCCC1(N=N1)CCCC)=O)(OCC[N+](C)(C)C)[O-]